C(CCCCCCC\C=C/CCCCCC)OCC(COCCCCCCCC)N(C)C 1-[(9Z)-hexadecan-9-en-1-yloxy]-N,N-dimethyl-3-(octyloxy)propan-2-amine